3-Glycidoxypropyltrimethoxysilan C(C1CO1)OCCC[Si](OC)(OC)OC